ClC1=CC=C(C=C1)N[C@H]1[C@@H](CN(CC1)C=1C2=C(N(C(C1C#N)=O)C)SC(=N2)C)C 7-[(3R,4R)-4-[(4-chlorophenyl)amino]-3-methyl-piperidin-1-yl]-2,4-dimethyl-5-oxo-4H,5H-[1,3]thiazolo[5,4-b]pyridine-6-carbonitrile